N1C(=NC=C1)[C]C=1NC=CN1 bis-imidazolyl carbon